N1(CN=CC=C1)CO pyrimidin-1-yl-methanol